(Z)-7-(5-(2-methoxy-4-methylbenzylidene)-2,4-dioxathiazolidin-3-yl)heptanoic acid COC1=C(\C=C/2\ON(OS2)CCCCCCC(=O)O)C=CC(=C1)C